NC=1C(=NC2=CC=CC=C2C1C1=C(C=CC(=C1)O)C)C(=O)N 3-amino-4-(5-hydroxy-2-methylphenyl)quinoline-2-carboxamide